ClC=1C(=NC(=NC1)NC1=CC(=C(C=C1)N1C[C@H]2N(CC1)CCC2)[N+](=O)[O-])NC2=C(C=CC=C2)P(C)(C)=O (S)-(2-((5-chloro-2-((4-(hexahydropyrrolo[1,2-a]pyrazin-2(1H)-yl)-3-nitrophenyl)amino)pyrimidin-4-yl)amino)phenyl)dimethylphosphine oxide